NC1=NC(=C(C=C1C=1C=C2C(NC(C2=CC1)=O)(C)C)Br)F 5-(2-amino-5-bromo-6-fluoropyridin-3-yl)-3,3-dimethylisoindolin-1-one